NC1=C(C=C(C=C1)C1=CSC=2N=CN=C(C21)N)Cl 5-(4-amino-3-chloro-phenyl)-thieno[2,3-d]pyrimidin-4-ylamine